3-(naphthalen-2-yl)-5-phenyl-1,2-selenazole C1=C(C=CC2=CC=CC=C12)C1=N[Se]C(=C1)C1=CC=CC=C1